CN1CC(C1)CC1=CC=C2C=3C(=CC=NC13)N(C2=O)C2C(NC(CC2)=O)=O 3-(8-((1-Methylazetidin-3-yl)methyl)-5-oxopyrrolo[2,3,4-de]quinolin-4(5H)-yl)piperidine-2,6-dione